FC=1C=C2C(=CNC(C2=CC1F)=O)C(C)N(C(=O)C=1NC=2CCCCC2C1)C N-(1-(6,7-difluoro-1-oxo-1,2-dihydroisoquinolin-4-yl)ethyl)-N-methyl-4,5,6,7-tetrahydro-1H-indole-2-carboxamide